NC1=C(C#N)C=C(C(=C1)Br)F 2-Amino-4-bromo-5-fluorobenzonitrile